O=C(CN1C=CC=2C=CC=NC2C1=O)C1=CC=C(C=C1)C(F)(F)F 7-{2-oxo-2-[4-(trifluoromethyl)phenyl]ethyl}-7,8-dihydro-1,7-naphthyridin-8-one